COC1=C(C(=CC=C1)OC)S(=O)(=O)NC1=NOC2=C1C1=C(CCO1)C(=C2)[C@H]2OCCC2 (S)-2,6-dimethoxy-N-(4-(tetrahydrofuran-2-yl)-2,3-dihydrobenzofuro[7,6-d]isoxazol-8-yl)benzenesulfonamide